Propyl β-D-galactopyranosyluronic acid-(1→3)-2-acetamido-2-deoxy-β-D-galactopyranosyl-(1→2)-α-L-rhamnopyranosyl-(1→2)-α-L-rhamnopyranoside [C@@H]1([C@H](O)[C@@H](O)[C@@H](O)[C@H](O1)C(=O)O)O[C@@H]1[C@H]([C@@H](O[C@@H]([C@@H]1O)CO)O[C@H]1[C@@H](O[C@H]([C@@H]([C@H]1O)O)C)O[C@H]1[C@H](OCCC)O[C@H]([C@@H]([C@H]1O)O)C)NC(C)=O